BrC1=CC2=C(S1)[C@@]1(C[C@@H](N(CC1)C(=O)OC(C)(C)C)C)OCC2 tert-butyl (2'S,7R)-2-bromo-2'-methyl-spiro[4,5-dihydrothieno[2,3-c]pyran-7,4'-piperidine]-1'-carboxylate